2,3-diphenyl-3H-benzo[2,3]benzofuro[6,7-d]imidazole C1(=CC=CC=C1)C1=NC2=C(N1C1=CC=CC=C1)C=CC=1C3=C(OC12)C=CC=C3